FC=1C=C2C3=C(NC2=C(C1)NC)N=CC(=C3N3C[C@@H]1N(CCC[C@@H]1C3)C)C=3C=C1C(C(=CN(C1=NC3)C)C(=O)O)=O 6-(6-fluoro-8-(methylamino)-4-(cis-1-methylhexahydro-1H-pyrrolo[3,4-b]pyridin-6(2H)-yl)-9H-pyrido[2,3-b]indol-3-yl)-1-methyl-4-oxo-1,4-dihydro-1,8-naphthyridine-3-carboxylic acid